2-(1,3,2-dioxaborinan-2-yl)-1-naphthonitrile O1B(OCCC1)C1=C(C2=CC=CC=C2C=C1)C#N